FC1=C(NC=C1F)C(=O)OCC1CSC1 Thietan-3-ylmethyl 3,4-difluoro-1H-pyrrole-2-carboxylate